1-benzyl-6-(4-(tert-butyl)phenyl)indoline-2,3-dione C(C1=CC=CC=C1)N1C(C(C2=CC=C(C=C12)C1=CC=C(C=C1)C(C)(C)C)=O)=O